N,N,N-trimethyl-ammonium trifluoromethanesulfonate FC(S(=O)(=O)[O-])(F)F.C[NH+](C)C